CN(C(/C=C/CC[C@@H](C(NC=1C(N(C=C(C1)C)CC1=NC2=C(C(=NC=C2F)CC(C)C)N1)=O)=O)NC(OC)=O)=O)C methyl N-[(E,1S)-6-(dimethylamino)-1-[[1-[(7-fluoro-4-isobutyl-3H-imidazo[4,5-c]pyridin-2-yl)methyl]-5-methyl-2-oxo-3-pyridyl]carbamoyl]-6-oxo-hex-4-enyl]carbamate